N1N=NC2=C1C=CC=C2 1,2,3-benzotriazol